FC(C=CF)Br 1,3-difluoroallyl bromide